C1=CC=C2C(=C1)C=CC(O2)(C(=O)O)O The molecule is a chromenemonocarboxylic acid that consists of chromene bearing carboxy and hydroxy substituents at the 2-position. It is a chromenol and a chromenemonocarboxylic acid. It is a conjugate acid of a 2-hydroxychromene-2-carboxylate.